C1(=CC=C(C2=CC=CC=C12)C1=CC=C(C#N)C=C1)C1=CC=C(C#N)C=C1 4,4'-(naphthalene-1,4-diyl)dibenzonitrile